CN1C=C(C=C1)C(=O)NCC1=C(C=C(C=C1)C1=NC(=NC=C1)NC=1C=NN(C1)C)C 1-methyl-N-(2-methyl-4-(2-((1-methyl-1H-pyrazol-4-yl)amino)pyrimidin-4-yl)benzyl)-1H-pyrrole-3-carboxamide